2-(indolin-5-yl)thiazole N1CCC2=CC(=CC=C12)C=1SC=CN1